Methyl-18-fluorooctadec-9-enoate COC(CCCCCCCC=CCCCCCCCCF)=O